Tert-butyl 4-propioloylpiperazine-1-carboxylate C(C#C)(=O)N1CCN(CC1)C(=O)OC(C)(C)C